FC1=C2C(=CN=C1)NC(=C2C)C(=O)O 4-fluoro-3-methyl-1H-pyrrolo[2,3-c]pyridine-2-carboxylic acid